nickel-copper-cobalt sulfate S(=O)(=O)([O-])[O-].[Co+2].[Cu+2].[Ni+2].S(=O)(=O)([O-])[O-].S(=O)(=O)([O-])[O-]